C(=O)(O)C1=C(C(=O)[O-])C=CC=C1 2-carboxybenzoate